4-hydroxy-2-(thiazol-4-yl)pyrimidine-5-carbohydrazide OC1=NC(=NC=C1C(=O)NN)C=1N=CSC1